FC1CC(N(C1)C(CN(C(C)=O)C)=O)C(=O)NC(C1=CC=C(C=C1)C(C)C)C1=CC=CC=C1 4-fluoro-1-[2-(N-methylacetamido)acetyl]-N-{phenyl[4-(propan-2-yl)phenyl]methyl}pyrrolidine-2-carboxamide